methyl (2R,3S)-3-(4-((S)-2-amino-2-((1r,4S)-4-methylcyclohexyl) acetamido)-3-fluorophenyl)-2-propionamidobutanoate N[C@H](C(=O)NC1=C(C=C(C=C1)[C@@H]([C@H](C(=O)OC)NC(CC)=O)C)F)C1CCC(CC1)C